BrC1=CC=C(C=C1)C(C)(C#C)C=1N=C(SC1)NC(=O)C1CC(C1)CO rac-(1r,3r)-N-(4-(2-(4-bromophenyl)but-3-yn-2-yl)thiazol-2-yl)-3-(hydroxymethyl)cyclobutane-carboxamide